CC1=C(C=CC=C1)CC1=C(C(=C(C=C1)O)CC1=C(C=CC=C1)C)CC1=C(C=CC=C1)C tri((methylphenyl)methyl)phenol